2,4,6-trimethyl-4-cyclohexen-1-yl-methanol CC1C(C(C=C(C1)C)C)CO